C(C)(=O)OCCCCCCCCCC\C=C\C (E)-11-tridecenyl acetate